C(C)N(C1=CC=C(C=C1)/C=C/C1=CC=C(C=O)C=C1)CC 4-[(E)-2-[4-(diethylamino)phenyl]vinyl]-benzaldehyde